4-methyl-1,3-hexanediol dibenzoate C(C1=CC=CC=C1)(=O)OCCC(C(CC)C)OC(C1=CC=CC=C1)=O